(chloromethyl)-5-cyclopropyl-3-(2,6-dichlorophenyl)-1,2-oxazole ClCC=1C(=NOC1C1CC1)C1=C(C=CC=C1Cl)Cl